2-methylpyrazole CN1N=CC=C1